O=C1C(=CC(=CN1)CC(C)OC(=O)N1CCN(CC1)C1=NC=C(C=N1)Br)C(F)(F)F 1-(6-oxo-5-(trifluoromethyl)-1,6-dihydropyridin-3-yl)propan-2-yl-4-(5-bromopyrimidin-2-yl)piperazine-1-Carboxylate